ethyl 2-(1H-pyrazol-3-yl)thiazole-4-carboxylate N1N=C(C=C1)C=1SC=C(N1)C(=O)OCC